N-(1-cyanocyclopropyl)-3-(5-(difluoromethyl)-1,3,4-thiadiazol-2-yl)-1-(2-azaspiro[3.4]octan-6-ene-6-yl)imidazo[1,5-a]pyridin-6-sulfonamide C(#N)C1(CC1)NS(=O)(=O)C=1C=CC=2N(C1)C(=NC2C=2CC1(CNC1)CC2)C=2SC(=NN2)C(F)F